O=C1N(C2=CC=CC=C2C(N1C1=CC=CC=C1)=O)CC1=CC=C(C(=O)NO)C=C1 4-((2,4-dioxo-3-phenyl-3,4-dihydroquinazolin-1(2H)-yl)methyl)-N-hydroxybenzamide